2,4-dinitro-o-sec-butyl-phenol [N+](=O)([O-])C1(C(C=CC(=C1)[N+](=O)[O-])O)C(C)CC